C(CCCCCCCCCCCCCCC)(=O)OC\C=C(\CCC=C(C)C)/C (E)-3,7-dimethyl-2,6-octadienyl hexadecanoate